C(CCCCCCC)OP(OCCCCCCCC)(O)=O di-octyl-phosphoric acid